benzo[d]oxazole-5-formamide O1C=NC2=C1C=CC(=C2)C(=O)N